trans-tert-butyl N-[4-[4-fluoro-N-(oxetan-3-ylmethyl)-2-(2-trimethylsilylethoxymethoxy)anilino]cyclohexyl]-N-methyl-carbamate FC1=CC(=C(N(CC2COC2)[C@@H]2CC[C@H](CC2)N(C(OC(C)(C)C)=O)C)C=C1)OCOCC[Si](C)(C)C